tert-Butyl (2R,3R)-2-[[tert-butyl(diphenyl)silyl]oxymethyl]-3-(1,1-dibromo-2,2,2-trifluoro-ethyl)-5-oxo-pyrrolidine-1-carboxylate [Si](C1=CC=CC=C1)(C1=CC=CC=C1)(C(C)(C)C)OC[C@@H]1N(C(C[C@H]1C(C(F)(F)F)(Br)Br)=O)C(=O)OC(C)(C)C